(4-fluoro-2-methoxyphenyl)boronic acid FC1=CC(=C(C=C1)B(O)O)OC